NC1CCN(CC1)C=1N(C(C(=C(N1)C1=C(C#N)C=CC=C1)C1=CC(=C(C=C1)OC)F)=O)C 2-[2-(4-aminopiperidin-1-yl)-5-(3-fluoro-4-methoxyphenyl)-1-methyl-6-oxopyrimidin-4-yl]benzonitrile